Methyl 3-hydroxy-2-(2-pyridyl)propionate OCC(C(=O)OC)C1=NC=CC=C1